CS(=O)(=O)O[C@@H](C(=O)N[C@@H](CC(=O)OCC)C=1C=C(C=C(C1F)F)C1=C(C=C(C=C1CCCCC=C)F)F)CC=C Ethyl (S)-3-((R)-2-((methylsulfonyl)oxy)pent-4-enamido)-3-(2',4,4',5-tetrafluoro-6'-(hex-5-en-1-yl)-[1,1'-biphenyl]-3-yl)propanoate